COC1=CC(=CC2=C1OC(CO2)C=2C=NC(=CC2)OC)CN2C=NC=1C2=NC=C(C1)OC1COC1 3-((8-methoxy-2-(6-methoxypyridin-3-yl)-2,3-dihydrobenzo[b][1,4]dioxin-6-yl)methyl)-6-(oxetan-3-yloxy)-3H-imidazo[4,5-b]pyridine